ClC=1N=CC2=C(N1)N(C(C(=C2)C2=C(C=CC=C2Cl)Cl)=O)C 2-chloro-6-(2,6-dichlorophenyl)-8-methyl-pyrido[2,3-d]pyrimidin-7-one